Br.BrCC1=NC=CC=C1 2-bromomethylpyridine HBr